FC1(OC2=C(O1)C=CC(=C2)[C@H](C)NC2=C(C=CC(=C2)N2N=C(C=1CCCC3(C21)OC=CO3)C(F)(F)F)F)F N-[(1S)-1-(2,2-difluoro-1,3-benzodioxol-5-yl)ethyl]-2-fluoro-5-[3'-(trifluoromethyl)spiro[1,3-dioxol-2,7'-5,6-dihydro-4H-indazol]-1'-yl]aniline